O=C1NC(CCC1N1C(C2=CC=C(C(=C2C1)OC)N1CCC2(CN(C2)C2CC(C2)OC2CCN(CC2)C(=O)OC(C)(C)C)CC1)=O)=O tert-butyl 4-[3-[7-[2-(2,6-dioxo-3-piperidyl)-4-methoxy-1-oxo-isoindolin-5-yl]-2,7-diazaspiro[3.5]nonan-2-yl]cyclobutoxy]piperidine-1-carboxylate